N-(6-phenoxy-3-pyridyl)-6-[(3S)-3-piperidyl]quinazolin-4-amine O(C1=CC=CC=C1)C1=CC=C(C=N1)NC1=NC=NC2=CC=C(C=C12)[C@H]1CNCCC1